N-(6-(3-(4-chlorobenzyl)ureido)spiro[3.3]hept-2-yl)-2-hydroxybenzoamide ClC1=CC=C(CNC(NC2CC3(CC(C3)NC(C3=C(C=CC=C3)O)=O)C2)=O)C=C1